C(C)(C)(C)OC(=O)N1CC(C1)(C=1C=C2C(=NC=NC2=CC1)NC1=C(C(=C(C=C1)F)F)F)C.N1=C(C=CC2=CC=CC=C12)C1=CC=C(C=C1)S(=O)(=O)N 4-(quinolin-2-yl)benzenesulfonamide tert-butyl-3-methyl-3-(4-((2,3,4-trifluorophenyl)amino)quinazolin-6-yl)azetidine-1-carboxylate